CC1CN(CC(O1)C)CCCCCCCCCC=CCCCCC 1-(2,6-dimethylmorpholin-4-yl)hexadec-10-en